C(C1=CC=CC=C1)OC1=NC(=CC=C1B1OC(C(O1)(C)C)(C)C)OCC1=CC=CC=C1 2,6-bis(benzyloxidanyl)-3-(4,4,5,5-tetramethyl-1,3,2-dioxaborolan-2-yl)pyridine